CN[C@H]1CN(CCC1)CC1=NC=C(C=N1)NC1=CC=C(C=C1)C1=CC2=C(N=CN=C2N2CCOCC2)N1 (R)-2-((3-(methylamino)piperidin-1-yl)methyl)-N-(4-(4-morpholino-7H-pyrrolo[2,3-d]pyrimidin-6-yl)phenyl)pyrimidin-5-amine